The molecule is an N,N-dihydroxy-alpha-amino acid having a 7-thiaoctyl substituent at the 2-position. It derives from a tetrahomomethionine. It is a conjugate acid of a N,N-dihydroxytetrahomomethioninate. CSCCCCCCC(C(=O)O)N(O)O